(4S)-4-(4-chlorobutyl)-2,5-oxazolidinedione ClCCCC[C@@H]1NC(OC1=O)=O